Tert-butyl N-[1-[2-[4-[3-[3-[(4-methoxyphenyl) methyl]-2,4-dioxo-hexahydropyrimidin-1-yl] imidazo[1,2-a]pyridin-7-yl]piperazin-1-yl]ethyl]-4-piperidyl]carbamate COC1=CC=C(C=C1)CN1C(N(CCC1=O)C1=CN=C2N1C=CC(=C2)N2CCN(CC2)CCN2CCC(CC2)NC(OC(C)(C)C)=O)=O